i-propyl diazoacetate [N+](=[N-])=CC(=O)OC(C)C